C(C)(C)S(=O)(=O)C1=C(C=CC=C1)NC(C)C=1C=C(C=C2C(N(C(=NC12)N1CCOCC1)C)=O)C 8-(1-((2-(isopropylsulfonyl)phenyl)amino)ethyl)-3,6-dimethyl-2-morpholinoquinazolin-4(3H)-one